OC=1C=CC(=C(C1)N1C(NC(CC1)=O)=O)C 1-(5-hydroxy-2-methylphenyl)dihydropyrimidine-2,4(1H,3H)-dione